1,4-dihydroxy-3,6-xylene OC1=CC(=C(C=C1C)O)C